C(C)OP(=O)(C)C1=CC=C(C=C1)C=1N(C(C(=CN1)NCCCC1=CC=CC=C1)=O)CC(=O)O 2-(2-(4-(Ethoxy(methyl)phosphoryl)phenyl)-6-oxo-5-((3-phenylpropyl)amino)pyrimidin-1(6H)-yl)acetic acid